ClC1=NC=2N(C(=C1C1=CC=CC=C1)Cl)N=C(C2C(=O)OCC)C ethyl 5,7-dichloro-2-methyl-6-phenylpyrazolo[1,5-a]pyrimidine-3-carboxylate